CC=1C(=C2C=CN=C(C2=CC1)NC1=C(C(=CC(=C1F)F)F)F)[N+](=O)[O-] 6-methyl-5-nitro-N-(2,3,5,6-tetrafluorophenyl)isoquinolin-1-amine